C(=O)=C1C(=C(C=NN1)NC(CONC(C)=O)C)C(F)(F)F N-(2-((6-carbonyl-5-(trifluoromethyl)-1,6-dihydropyridazin-4-yl)amino)propoxy)acetamide